(4-bromo-2,5-dimethylthiophen-3-yl)(4-morpholinophenyl)methanone BrC=1C(=C(SC1C)C)C(=O)C1=CC=C(C=C1)N1CCOCC1